(2S,5R)-5-(2-chlorophenyl)-1-(4-(6-(dimethylamino)pyridin-3-yl)benzoyl)pyrrolidine-2-carboxylic acid ClC1=C(C=CC=C1)[C@H]1CC[C@H](N1C(C1=CC=C(C=C1)C=1C=NC(=CC1)N(C)C)=O)C(=O)O